(R)-ethyl 2-(2-(((1-(6-amino-9H-purin-9-yl)propan-2-yl)oxy)methyl)-2-oxo-1,3,2-dioxaphosphinan-5-yl)acetate NC1=C2N=CN(C2=NC=N1)C[C@@H](C)OCP1(OCC(CO1)CC(=O)OCC)=O